(5-(6-chloro-4-fluoropyridin-3-yl)-1,3,4-thiadiazol-2-yl)acetic acid methyl ester COC(CC=1SC(=NN1)C=1C=NC(=CC1F)Cl)=O